N-acetyl-N-(5-bromo-2-chloro-4-methyl-3-pyridyl)acetamide C(C)(=O)N(C(C)=O)C=1C(=NC=C(C1C)Br)Cl